2-(4-((3-(4-bromophenyl)-2-oxo-2,3-dihydro-1H-imidazol-1-yl)methyl)-2,6-dimethylphenoxy)-2-methylpropanoic acid ethyl ester C(C)OC(C(C)(C)OC1=C(C=C(C=C1C)CN1C(N(C=C1)C1=CC=C(C=C1)Br)=O)C)=O